Cl.C(C)(C)OC(C(C1(CC=C(C=C1)N1CCC(CC1)C(C1=CC=CC=C1)(C1=CC=CC=C1)O)O)(C)C)=O 1-hydroxy-4-[4-(hydroxydiphenyl-methyl)-1-piperidinyl]-α,α-dimethylbenzeneacetic acid isopropyl ester hydrochloride